BrC1=C(C=C(C=C1)S(=O)(=O)NCCO)Cl 4-bromo-3-chloro-N-(2-hydroxyethyl)benzenesulfonamide